3-(2R)-butan-2-yl 2-tert-butyl (3S,4aS,8aR)-6-oxo-decahydroisoquinoline-2,3-dicarboxylate O=C1C[C@@H]2C[C@H](N(C[C@@H]2CC1)C(=O)OC(C)(C)C)C(=O)O[C@H](C)CC